O1CCC2=C1C=C(C=C2)[C@@H](C)N2CCN(CC2)C2=NC=C(C=N2)[S@](=O)(C)=NCCOC (R)-(2-(4-((R)-1-(2,3-dihydrobenzofuran-6-yl)ethyl)piperazin-1-yl)pyrimidin-5-yl)((2-methoxyethyl)imino)(methyl)-λ6-sulfanone